6-[5-(6-methyl-2-pyridyl)-1H-imidazol-4-yl]-3-(6-piperazin-1-yl-3-pyridyl)quinoline CC1=CC=CC(=N1)C1=C(N=CN1)C=1C=C2C=C(C=NC2=CC1)C=1C=NC(=CC1)N1CCNCC1